(R)-(2-(2-fluoropropan-2-yl)-4-methyloxazol-5-yl)(4-(pyrazolo[1,5-a]pyridin-2-yl)-6,7-dihydro-1H-imidazo[4,5-c]pyridin-5(4H)-yl)methanone FC(C)(C)C=1OC(=C(N1)C)C(=O)N1[C@H](C2=C(CC1)NC=N2)C2=NN1C(C=CC=C1)=C2